boroxane [B]1CCCCO1